C(C)S1C(=NC(=C1Cl)C(=O)O[C@@H]1CN[C@@H](C1)C(OC)O)Br (3S,5S)-5-(hydroxy(methoxy)methyl)pyrrolidin-3-ol ethyl-2-bromo-5-chloro-thiazole-4-carboxylate